(7-Fluoro-7-(1-methyl-1H-pyrrolo[2,3-b]pyridin-6-yl)-2-azaspiro[3.5]nonan-2-yl)((1s,3s)-3-hydroxy-3-methylcyclobutyl)methanon FC1(CCC2(CN(C2)C(=O)C2CC(C2)(C)O)CC1)C1=CC=C2C(=N1)N(C=C2)C